COC1=C(C=C2CN(CC(C2=O)C2=CC=NC=C2)C)C=CC(=C1OC)OC 3-(2,3,4-trimethoxybenzylidene)-5-(4-pyridinyl)-N-methyl-4-piperidone